N.[Mg] Magnesium Ammonia